nonyl 8-bromocaprylate BrCCCCCCCC(=O)OCCCCCCCCC